FC=1C=C(NC2C(NC(CC2)=O)=O)C=CC1C1CCNCC1 3-[3-Fluoro-4-(4-piperidinyl)anilino]piperidine-2,6-dione